C[C@@H](C(=O)N1CCOCC1)NC(=O)C1=CC2=C(N(C(=N2)NC=2SC3=C(N2)C=CC(=C3)Cl)C)C=C1 2-(6-Chloro-benzothiazol-2-ylamino)-1-methyl-1H-benzoimidazole-5-carboxylic acid ((S)-1-methyl-2-morpholin-4-yl-2-oxo-ethyl)-amide